N-(3-(1H-imidazol-1-yl)benzyl)-3-((2-(3-(dimethylamino)phenoxy)ethoxy)methyl)-N-(3-methoxybenzyl)aniline N1(C=NC=C1)C=1C=C(CN(C2=CC(=CC=C2)COCCOC2=CC(=CC=C2)N(C)C)CC2=CC(=CC=C2)OC)C=CC1